2-methyl-2-propanyl (1-{4-[2-(4-fluorophenyl)-4-oxo-1,3-thiazolidin-3-yl]-3-methylbenzoyl}-3-pyrrolidinyl)carbamate FC1=CC=C(C=C1)C1SCC(N1C1=C(C=C(C(=O)N2CC(CC2)NC(OC(C)(C)C)=O)C=C1)C)=O